3-(2-chloro-4'-(6-oxo-2-oxa-5-azaspiro[3.5]nonan-5-yl)-[1,1'-biphenyl]-3-yl)piperidine-2,6-dione iron [Fe].ClC1=C(C=CC=C1C1C(NC(CC1)=O)=O)C1=CC=C(C=C1)N1C2(COC2)CCCC1=O